FC1(CC(CC1)C(=O)NOC)F 3,3-difluoro-N-methoxycyclopentane-1-carboxamide